1-naphthyloxazoline C1(=CC=CC2=CC=CC=C12)C=1OCCN1